tert-butyl {1-[5,5-difluoro-1-(2-{cis-4-[(3-methylpyridin-2-yl)oxy]cyclohexyl}ethyl)-4,5,6,7-tetrahydro-1H-indazole-3-carbonyl]piperidin-4-yl}carbamate FC1(CC=2C(=NN(C2CC1)CC[C@@H]1CC[C@@H](CC1)OC1=NC=CC=C1C)C(=O)N1CCC(CC1)NC(OC(C)(C)C)=O)F